ClC=1C=CC(=C(C1)[C@@H]1[C@H](C1)C(=O)NC1=NC=NC(=C1)Cl)F |r| rac-(1S*,2S*)-2-(5-chloro-2-fluorophenyl)-N-(6-chloropyrimidin-4-yl)cyclopropane-1-carboxamide